C(C)(C)(C)OC(=O)NC1=C(OC2=NC=C(N=C21)C(=O)OC)C(C)C Methyl 7-(tert-butoxycarbonylamino)-6-isopropyl-furo[2,3-b]pyrazine-2-carboxylate